SC(CC(=O)OC(CCCCCCC)OC(CC(C1=CC=CC=C1)S)=O)C1=CC=CC=C1 octanediol bis(3-mercapto-3-phenylpropionate)